2-(ethyl-(3-methoxy-3-oxopropyl)amino)thiazole-5-carboxylic acid C(C)N(C=1SC(=CN1)C(=O)O)CCC(=O)OC